1,4-bis(3,5-di-tert-butyl-4-hydroxybenzyl)-2,3,5,6-tetramethylbenzil C(C)(C)(C)C=1C=C(CC2(C(C(=C(C(=C2C)C)CC2=CC(=C(C(=C2)C(C)(C)C)O)C(C)(C)C)C)C)C(=O)C(=O)C2=CC=CC=C2)C=C(C1O)C(C)(C)C